5-bromo-2-(2,2-diphenylacetamido)benzoic acid methyl ester COC(C1=C(C=CC(=C1)Br)NC(C(C1=CC=CC=C1)C1=CC=CC=C1)=O)=O